(S)-N'-((5-chloro-2-(2-methoxypyridin-4-yl)phenyl)carbamoyl)-6,6-dimethyl-6,7-dihydro-5H-pyrazolo[5,1-b][1,3]oxazine-3-sulfonimidamide ClC=1C=CC(=C(C1)NC(=O)N=[S@@](=O)(N)C=1C=NN2C1OCC(C2)(C)C)C2=CC(=NC=C2)OC